bis(naphthalen-1-yl)-N,N'-diphenyl-2,2'-dimethylbenzidine C1(=CC=CC2=CC=CC=C12)N(C1=CC(=C(C2=C(C=C(N(C3=CC=CC=C3)C3=CC=CC4=CC=CC=C34)C=C2)C)C=C1)C)C1=CC=CC=C1